5-hydroxy-7-{[(2-hydroxy-3-phenylphenyl)methyl]amino}-4,6-dihydro-3H-pyrido[2,1-f][1,2,4]triazine-4,6-dione OC=1C(C(=CN2N=CNC(C21)=O)NCC2=C(C(=CC=C2)C2=CC=CC=C2)O)=O